3,4-dihydro-2H,6H-[1,4]thiazepino[2,3,4-ij]quinazolin S1CCCN2CN=CC3=CC=CC1=C23